C(C)(C)(C)OC(N[C@H](C(NC1=CC=CC=C1)=O)CC1=CC(=C(C=C1)O)F)=O (S)-(3-(3-fluoro-4-hydroxyphenyl)-1-oxo-1-(phenylamino)propan-2-yl)carbamic acid tert-butyl ester